Kalium chromat [Cr](=O)(=O)([O-])[O-].[K+].[K+]